(tert-butyl) O-(2-ethylhexyl) monoperoxycarbonate C(OC(C)(C)C)(=O)OOCC(CCCC)CC